(S)-N-(2,3-dihydro-1H-inden-2-yl)-3-(4-(pyrrolidine-2-carboxamido)piperidine-1-carboxamido)pyrazine-2-carboxamide C1C(CC2=CC=CC=C12)NC(=O)C1=NC=CN=C1NC(=O)N1CCC(CC1)NC(=O)[C@H]1NCCC1